(S)-4-((2-(pyridin-2-yloxy)ethyl)(4-(5,6,7,8-tetrahydro-1,8-naphthyridin-2-yl)butyl)amino)-2-((6-(pyridin-4-yl)pyrazin-2-yl)amino)butanoic acid N1=C(C=CC=C1)OCCN(CC[C@@H](C(=O)O)NC1=NC(=CN=C1)C1=CC=NC=C1)CCCCC1=NC=2NCCCC2C=C1